BrC=1C(=NC(=NC1)NC1=C(C=C(C(=C1)[N+](=O)[O-])F)OC)C1=CN(C2=CC=CC=C12)C1CC1 5-bromo-4-(1-cyclopropyl-1H-indol-3-yl)-N-(4-fluoro-2-methoxy-5-nitrophenyl)pyrimidin-2-amine